ClC1=C(C(=CC=C1)Cl)N1N=C(C(=C1)NC1=CC=C(C=C1)N1N=CC2=C1CCOC2)C(=O)N 1-(2,6-dichlorophenyl)-4-((4-(6,7-dihydropyrano[4,3-c]pyrazol-1(4H)-yl)phenyl)amino)-1H-pyrazole-3-carboxamide